4-(4-amino-6-(4-(2-fluoroacrylamido)-2-methylphenyl)pyrazolo[5,1-f][1,2,4]triazin-5-yl)-2-methoxy-N-(1-(trifluoromethyl)cyclopropyl)benzamide NC1=NC=NN2C1=C(C(=N2)C2=C(C=C(C=C2)NC(C(=C)F)=O)C)C2=CC(=C(C(=O)NC1(CC1)C(F)(F)F)C=C2)OC